4-(4-(5-chloro-6-methyl-1H-indazol-4-yl)-5-methyl-1-(2-azaspiro[3.3]heptan-6-yl)-1H-pyrazol-3-yl)benzyl acetate trifluoroacetate FC(C(=O)O)(F)F.C(C)(=O)OCC1=CC=C(C=C1)C1=NN(C(=C1C1=C2C=NNC2=CC(=C1Cl)C)C)C1CC2(CNC2)C1